methyl 4-amino-2-oxo-1-(pyridin-2-yl)-7-(trifluoromethyl)-1,2-dihydroquinoline-3-carboxylate NC1=C(C(N(C2=CC(=CC=C12)C(F)(F)F)C1=NC=CC=C1)=O)C(=O)OC